(2-(((5-((4-fluorophenyl)carbamoyl)pyridin-2-yl)thio)methyl)-4-(trifluoromethoxy)phenyl)boronic acid FC1=CC=C(C=C1)NC(=O)C=1C=CC(=NC1)SCC1=C(C=CC(=C1)OC(F)(F)F)B(O)O